N[C@H](C(=O)O[C@H]1CN[C@@H](C1)C(=O)N1CCN(CC1)C(C1=C(C=C(C=C1)NC=1C=2N(C=CN1)C(=CN2)C2=C(C(=C(C=C2)OC)F)F)C)=O)CCCCN [(3R,5S)-5-[4-[4-[[3-(2,3-difluoro-4-methoxy-phenyl)imidazo[1,2-a]pyrazin-8-yl]amino]-2-methyl-benzoyl]piperazine-1-carbonyl]pyrrolidin-3-yl] (2S)-2,6-diaminohexanoate